(R)-2-((tertbutyldimethylsilyl)oxy)-3-(octadecyloxy)propyl pivalate C(C(C)(C)C)(=O)OC[C@@H](COCCCCCCCCCCCCCCCCCC)O[Si](C)(C)C(C)(C)C